BrC1=CC=C2N=CC(=NC2=C1Cl)OC 7-bromo-8-chloro-2-methoxyquinoxaline